1-chloro-7-methoxy-1,2,3,4-tetrahydroacridine ClC1CCCC2=NC3=CC=C(C=C3C=C12)OC